CC[C@@H](CC=C)N1C(C2=CC=CC=C2C1=O)=O (S)-2-(HEX-5-EN-3-YL)ISOINDOLINE-1,3-DIONE